N1(CCNCC1)C1=CC2=C(C=C1)C1(CNCCC1)CO2 6-(piperazin-1-yl)-2H-spiro[benzofuran-3,3'-piperidine]